Cl.N1CC(C1)NC=1C=CC(=NC1)C(=O)NC 5-(azetidin-3-ylamino)-N-methylpyridine-2-carboxamide HCl salt